C1(CCC1)[C@@H](C1=NN=CN1C)C1=CC(=CC=C1)B1OC(C(O1)(C)C)(C)C (R)-3-(cyclobutyl-(3-(4,4,5,5-tetramethyl-1,3,2-dioxaborolan-2-yl)phenyl)methyl)-4-methyl-4H-1,2,4-triazole